1-[3-ethylsulfonyl-2-[1-(3,3,3-trifluoropropyl)pyrazolo[3,4-c]pyridin-5-yl]indazol-6-yl]-cyclopropanecarbonitrile C(C)S(=O)(=O)C=1N(N=C2C=C(C=CC12)C1(CC1)C#N)C=1C=C2C(=CN1)N(N=C2)CCC(F)(F)F